N1(CCC1)C[C@@H](C1=CC=CC=C1)NC1=CC(=C(C=C1Cl)S(=O)(=O)NC=1SC=CN1)F (R)-4-(2-(azetidin-1-yl)-1-phenylethylamino)-5-chloro-2-fluoro-N-(thiazol-2-yl)benzenesulfonamide